N-(4-(2-(4-bromophenyl)but-3-yn-2-yl)thiazol-2-yl)-3-hydroxycyclobutanecarboxamide BrC1=CC=C(C=C1)C(C)(C#C)C=1N=C(SC1)NC(=O)C1CC(C1)O